trans-geranylamine C(\C=C(/C)\CCC=C(C)C)N